BrC=1C=CC(=C(C1)NC(=S)NC)O 1-(5-bromo-2-hydroxybenzeneyl)-3-methylthiourea